C1(CCC1)C1=CC=C(C=C1)C=1C(=CC=CC1)C(=O)NC[C@]1(NC(NC1=O)=O)C1CC1 4'-cyclobutyl-N-{[(4R)-4-cyclopropyl-2,5-dioxoimidazolidin-4-yl]methyl}[biphenyl]-2-carboxamide